iminoamide nickel [Ni+2].N=[N-].N=[N-]